2-methyl-6-methylene-7-Octen-2-ol CC(C)(CCCC(C=C)=C)O